2-bromo-1-(difluoromethyl)-3-methyl-benzene BrC1=C(C=CC=C1C)C(F)F